N1C[C@H](OCC1)C1=CC=C(C=C1)NC(=O)C1=NNC=2CCCCC12 (R)-N-(4-(morpholin-2-yl)phenyl)-4,5,6,7-tetrahydro-1H-indazole-3-carboxamide